CC1=NNC(C(=C1)C(F)(F)F)=O 3-methyl-5-(trifluoromethyl)-1H-pyridazin-6-one